alpha-Glutamyl-4-hydroxyproline N[C@@H](CCC(O)=O)C(=O)N1[C@@H](CC(C1)O)C(=O)O